2-(1H-indol-3-yl)-N-(2-methoxyphenyl)acetamide methyl-4-(7-(trifluoromethyl)-3,6-dihydro-2H-1,4-diazepin-5-yl)benzoate COC(C1=CC=C(C=C1)C1=NCCN=C(C1)C(F)(F)F)=O.N1C=C(C2=CC=CC=C12)CC(=O)NC1=C(C=CC=C1)OC